C(C)(C)(C)OC([C@@H](N)CCC(=O)OC(C)(C)C)=O L-glutamic acid ditert-butyl ester